(R)-tert-Butyl 3-((7H-pyrrolo[2,3-d]pyrimidin-4-yl)amino)piperidine-1-carboxylate N1=CN=C(C2=C1NC=C2)N[C@H]2CN(CCC2)C(=O)OC(C)(C)C